2-2-hydroxypropylethylenediamine OC(CC(CN)N)C